3-(4-methoxy-2-oxopyrimidin-1(2H)-yl)propanenitrile COC1=NC(N(C=C1)CCC#N)=O